OC1=CC=C(C[C@H]2CN[C@H](CN2)CC2=CC=C(C=C2)O)C=C1 (3S,6S)-3,6-bis(4-hydroxybenzyl)piperazine